(E)-4,4,5,5-tetramethyl-1,3,2-dioxaborolan CC1(OBOC1(C)C)C